N[C@H]1CN(C2=C(OC1)C=CC(=C2)C#CC2(COC2)O)C (S)-3-amino-7-((3-hydroxyoxetan-3-yl)ethynyl)-5-methyl-2,3-dihydrobenzo[b][1,4]oxazepin